2-methyl-3-[4-(trifluoromethyl)benzyl]naphthalene-1,4-dione CC=1C(C2=CC=CC=C2C(C1CC1=CC=C(C=C1)C(F)(F)F)=O)=O